ClC1=C(C=CC=C1)C(\C=C\C1=CC=C(C=C1)\C=C\C(=O)C1=CC=C(C=C1)N(C)C)=O (E)-1-(2-chlorophenyl)-3-(4-((E)-3-(4-(dimethylamino)phenyl)-3-oxoprop-1-en-1-yl)phenyl)prop-2-en-1-one